N-(3-chloro-2-fluorophenylmethyl)-2-(cycloheptylamino)acetamide ClC=1C(=C(C=CC1)CNC(CNC1CCCCCC1)=O)F